O[C@H]1CC(O[C@H]([C@H]1O)C)ONC(=O)/C=C/C1=CC=C(C=C1)CN(C(OC(C)(C)C)=O)CCC1=C(NC2=CC=CC=C12)C tert-butyl N-({4-[(1E)-2-({[(4S,5S,6S)-4,5-dihydroxy-6-methyloxan-2-yl]oxy}carbamoyl)eth-1-en-1-yl]phenyl}methyl)-N-[2-(2-methyl-1H-indol-3-yl)ethyl]carbamate